FC1=CC2=C(N=CS2)C=C1 6-fluorobenzothiazol